Benzyl (RS)-3-(2-((4,4-difluorocyclohexyl)amino)ethyl)piperidine-1-carboxylate FC1(CCC(CC1)NCC[C@@H]1CN(CCC1)C(=O)OCC1=CC=CC=C1)F |r|